(3R,4R)-N-[2-[[2-chloro-4-[[5-[4-(cyanomethoxy)-2,3-difluoro-phenyl]-1-methylimidazole-2-carbonyl]amino]benzoyl]amino]ethyl]-3-hydroxy-piperidine-4-carboxamide ClC1=C(C(=O)NCCNC(=O)[C@H]2[C@H](CNCC2)O)C=CC(=C1)NC(=O)C=1N(C(=CN1)C1=C(C(=C(C=C1)OCC#N)F)F)C